5-methyl-7-{3-[(4-methylpyridin-2-yl)carbamoyl]azetidin-1-yl}-4-oxo-1-(1,2,4-thiadiazol-5-yl)-1,4-dihydro-1,8-naphthyridine-3-carboxylic acid CC1=C2C(C(=CN(C2=NC(=C1)N1CC(C1)C(NC1=NC=CC(=C1)C)=O)C1=NC=NS1)C(=O)O)=O